C(C)C12CC(C1)(C2)C2=C(CCC(C2)(C)C)CN2CCN(CC2)C2=CC=C(C(=O)OC)C=C2 Methyl 4-(4-((2-(3-ethylbicyclo[1.1.1]pentan-1-yl)-4,4-dimethylcyclohex-1-en-1-yl)methyl)piperazin-1-yl)benzoate